N'-(2-chloroacetyl)-5-(tetrahydrofuran-3-yl)picolinohydrazide ClCC(=O)NNC(C1=NC=C(C=C1)C1COCC1)=O